[Br-].CN1C=[N+](C=C1)C 1,3-dimethylimidazolium bromide